5-amino-1-(trideuteromethyl)pyrazole-4-carbonitrile NC1=C(C=NN1C([2H])([2H])[2H])C#N